1-{[(3R)-1-Methylpiperidin-3-yl]methyl}-1H-pyrazol-4-amine CN1C[C@@H](CCC1)CN1N=CC(=C1)N